tert-Butyl-(chloro)diphenylsilane C(C)(C)(C)[Si](C1=CC=CC=C1)(C1=CC=CC=C1)Cl